1-(dimethylaminoethyl)-2-methylimidazole-2-carboxylate CN(C)CCN1C(NC=C1)(C(=O)[O-])C